(6-Cyano-4-(dimethylamino)-5-fluoropyridin-2-yl)-1-(2-methoxypyrimidin-5-yl)-1-((5-(trifluoromethyl)-1H-pyrazol-3-yl)methyl)urea C(#N)C1=C(C(=CC(=N1)NC(N(CC1=NNC(=C1)C(F)(F)F)C=1C=NC(=NC1)OC)=O)N(C)C)F